rac-5-{2-[(2R,5S)-2-(3-amino-4-chlorophenyl)-5-methylpiperidin-1-Yl]-2-oxoacetamido}Pyridine-3-carboxamide NC=1C=C(C=CC1Cl)[C@@H]1N(C[C@H](CC1)C)C(C(=O)NC=1C=C(C=NC1)C(=O)N)=O |r|